3-chloro-5-(difluoromethyl)-6-(4,4,5,5-tetramethyl-1,3,2-dioxaborolan-2-yl)pyrazolo[1,5-a]pyrimidine ClC=1C=NN2C1N=C(C(=C2)B2OC(C(O2)(C)C)(C)C)C(F)F